CC1(N(C(N(C1=O)CC1=CC(=C(OC(C(=O)OCC)(C)C)C(=C1)C)C)=O)C1=CC=C(C=C1)OC(F)(F)F)C Ethyl 2-(4-((4,4-dimethyl-2,5-dioxo-3-(4-(trifluoromethoxy)phenyl) imidazolidin-1-yl)methyl)-2,6-dimethylphenoxy)-2-methylpropionate